CS(=O)(=O)N1CCC(CC1)COC1=C(C#N)C=C(C=N1)CN1CC2=CC=C(C=C2C1)C(F)(F)F 2-((1-(methylsulfonyl)piperidin-4-yl)methoxy)-5-((5-(trifluoromethyl)isoindolin-2-yl)methyl)nicotinonitrile